CS(=O)(=O)C1=CC=C(OCC2CN(CCCC2)C(=O)OC(C)(C)C)C=C1 tert-butyl 3-((4-(methylsulfonyl)phenoxy)methyl)azepane-1-carboxylate